C(C)(C)NC(=O)NS(=O)(=O)C=1C=NC=CC1NC1=CC(=CC=C1)C 1-isopropyl-3-[(4-m-toluidinyl-3-pyridyl)sulfonyl]urea